2-(4-nitro-1H-1,3-benzodiazole-2-yl)phenol [N+](=O)([O-])C1=CC=CC=2NC(=NC21)C2=C(C=CC=C2)O